Cl.NCCCC(=O)OCC ethyl 4-amino-butyrate HCl salt